OC1=CC=CC(=N1)N1CCC(CC1)CC(=O)OCC ethyl 2-(1-(6-hydroxypyridin-2-yl)piperidin-4-yl)acetate